Cl.N[C@H]1CN(CC[C@@H]2N(C1=O)[C@@H](CC2)C(=O)NCC2=CC=C(C=C2)F)CC(C)(F)F (5S,8S,10aR)-5-amino-3-(2,2-difluoropropyl)-N-(4-fluorobenzyl)-6-oxodecahydropyrrolo[1,2-a][1,5]diazocine-8-carboxamide hydrochloride